ClC1=CC(=C(C=C1)[C@@H](C)O)F (R)-1-(4-chloro-2-fluorophenyl)ethan-1-ol